C(C)(=O)N1CCC(CC1)CN1C(N(C(C=2N(C(=NC12)C1=C(C=CC=C1)Cl)C1=CC=C(C=C1)Cl)=O)CC1OC(OC1)(C)C)=O 3-[(1-acetylpiperidin-4-yl)methyl]-8-(2-chlorophenyl)-7-(4-chlorophenyl)-1-[(2,2-dimethyl-1,3-dioxolan-4-yl)methyl]purine-2,6-dione